3-(2-(2-(2-(3-(5H-pyrido[4,3-b]indol-7-yl)propanamido)ethoxy)ethoxy)ethoxy)-N-(4-(N-(3-(3-chloro-10,11-dihydro-5H-dibenzo[b,f]azepin-5-yl)propyl)sulfamoyl)phenyl)propenamide C1=NC=CC=2NC=3C=C(C=CC3C21)CCC(=O)NCCOCCOCCOC=CC(=O)NC2=CC=C(C=C2)S(NCCCN2C1=C(CCC3=C2C=CC=C3)C=CC(=C1)Cl)(=O)=O